OCC1([C@@H](O)[C@H](O)[C@H](O1)CO)NCCCC[C@H](N)C(=O)O Nε-fructosyl-lysine